3-(4-isobutyl-2-methylphenyl)-N-methylpropan-1-imine oxide C(C(C)C)C1=CC(=C(C=C1)CCC=[N+](C)[O-])C